C(C)OC(=O)C1=NC(=NC(=C1N)C1=C2C=NN(C2=CC=C1C)C1OCCCC1)C=1C(=NC=CC1)N 5-amino-2-(2-amino-3-pyridinyl)-6-(5-methyl-1-tetrahydropyran-2-yl-indazol-4-yl)pyrimidine-4-carboxylic acid ethyl ester